ClCCC(=C(C1=CC=C(C=C1)O)C1=CC=C(C=C1)N1CCC(CC1)CN1C2CN(CC1CC2)C=2C=C1C(N(C(C1=CC2)=O)C2C(NC(CC2)=O)=O)=O)C2=CC=CC=C2 5-(8-((1-(4-(4-chloro-1-(4-hydroxyphenyl)-2-phenylbut-1-en-1-yl)phenyl)piperidin-4-yl)methyl)-3,8-diazabicyclo[3.2.1]octan-3-yl)-2-(2,6-dioxopiperidin-3-yl)isoindoline-1,3-dione